C1N(CC12CNC2)CC2CCN(CC2)C2=CC=C1C(=NN(C1=C2)C)C2C(NC(CC2)=O)=O 3-(6-(4-((2,6-diazaspiro[3.3]heptan-2-yl)methyl)piperidin-1-yl)-1-methyl-1H-indazol-3-yl)piperidine-2,6-dione